1-(4-(1-(4-amino-5-cyclopropyloxy-2-(1-methyl-1H-pyrazol-4-yl)phenyl)piperidin-4-yl)piperazine-1-yl)-2,2,2-trifluoroethane-1-one NC1=CC(=C(C=C1OC1CC1)N1CCC(CC1)N1CCN(CC1)C(C(F)(F)F)=O)C=1C=NN(C1)C